diethyleneglycol monoethyl ether C(C)OCCOCCO